S-(2-hydroxyethyl) 2-methylthiopropionate CC(C(=O)SCCO)C